C1(=CC=CC=C1)NC1=C(C=C(C(=C1)C(=O)[O-])NC1=CC=CC=C1)C(=O)[O-] 1,4-bis(phenylamino)benzene-2,5-dicarboxylate